C(C)(C)(C)OC(=O)N1CC(C1)C1=CC2=C(N=NC(=C2)Cl)N1.FC1=C(OC2=NC=NC3=CC(=C(C=C23)NC(CCCC)=O)OC)C=CC(=C1)NC(=O)NCCC1=CC=C(C=C1)F N-(4-(2-fluoro-4-(3-(4-fluorophenethyl)ureido)phenoxy)-7-methoxyquinazolin-6-yl)pentanamide tert-butyl-3-[3-chloro-7H-pyrrolo[2,3-c]pyridazin-6-yl]azetidine-1-carboxylate